N-(1-propylbutoxycarbonyl)-azetidine C(CC)C(CCC)OC(=O)N1CCC1